N,N-dioctadecyl-2,2-difluoroethylamine hydrochloride Cl.C(CCCCCCCCCCCCCCCCC)N(CCCCCCCCCCCCCCCCCC)CC(F)F